NC1=CC2=C(N(N=C2C(=C1C(=O)C1=C(C=CC(=C1)F)Cl)Br)C)NC(=O)OC(C)(C)C 2-methylpropan-2-yl ({5-amino-7-bromo-6-[(2-chloro-5-fluorophenyl) carbonyl]-2-methylindazol-3-yl} amino)carboxylate